2-chloro-3-fluoro-6-(trifluoromethyl)pyridine-4-carbonitrile ClC1=NC(=CC(=C1F)C#N)C(F)(F)F